(R)-2-(8-(1-aminoethyl)-3,6-dimethyl-4-oxo-3,4-dihydroquinazolin-2-yl)benzonitrile N[C@H](C)C=1C=C(C=C2C(N(C(=NC12)C1=C(C#N)C=CC=C1)C)=O)C